C(C)(=O)N1CCN(CC1)C1=C(C=C(C(=C1)OC)NC1=NC=NC(=C1)N1OCC[C@@H]1CC1=CC=CC=C1)NC(C=C)=O N-(2-(4-acetylpiperazine-1-yl)-5-((6-((S)-3-benzylisoxazolidine-2-yl)pyrimidine-4-yl)amino)-4-methoxyphenyl)acrylamide